C(=O)(O)C(CC1=CC=C(C=C1)OCCOCCOCCOCC)N1CCN(CCN(CCN(CC1)CC(=O)[O-])C(C(=O)[O-])CO)CC(=O)[O-] 2-{7-[1-carboxy-2-(4-{2-[2-(2-ethoxyethoxy)ethoxy]ethoxy}phenyl)ethyl]-4,10-bis(carboxylatomethyl)-1,4,7,10-tetraazacyclododecan-1-yl}-3-hydroxypropanoat